3-(4-(1-(2-amino-2-oxoethyl)-1H-pyrazol-4-yl)-1-(4-(trifluoromethoxy)phenyl)-1H-pyrazolo[3,4-b]pyridin-3-yl)azetidine-1-carboxylic acid tert-butyl ester C(C)(C)(C)OC(=O)N1CC(C1)C1=NN(C2=NC=CC(=C21)C=2C=NN(C2)CC(=O)N)C2=CC=C(C=C2)OC(F)(F)F